Methyl 1-[1-(cyclopropylmethyl)pyrazol-4-yl]-6-oxo-pyridine-3-carboxylate C1(CC1)CN1N=CC(=C1)N1C=C(C=CC1=O)C(=O)OC